1-(3-bromo-6-cyano-9H-carbazol-9-yl)-3-(phenylamino)propan-2-ol BrC=1C=CC=2N(C3=CC=C(C=C3C2C1)C#N)CC(CNC1=CC=CC=C1)O